5-chloro-3-(4-isopropylpiperazin-1-yl)-2-nitrobenzonitrile ClC=1C=C(C(=C(C#N)C1)[N+](=O)[O-])N1CCN(CC1)C(C)C